ClC1=CC2=C(C=C3N2C(=NN(C3=O)CC(=O)N[C@H]3[C@H](C3)F)C(C)C)S1 2-(2-Chloro-5-isopropyl-8-oxothieno[2',3':4,5]pyrrolo[1,2-d][1,2,4]triazin-7(8H)-yl)-N-((1R,2S)-2-fluorocyclopropyl)acetamid